C(=C)(C)C=1C=C(C(C)(C)N=C=O)C=CC1 3-i-propenyl-cumyl isocyanate